3-Bromo-5-(2-methylprop-1-en-1-yl)-1-(3-methylphenyl)-1H-pyrazole BrC1=NN(C(=C1)C=C(C)C)C1=CC(=CC=C1)C